(R)-3-(5-fluoro-2-isopropoxypyridin-4-yl)-1-isopropyl-N-(4-methyl-1,1-dioxidotetrahydro-2H-thiopyran-4-yl)-4,5,6,7-tetrahydro-1H-indazole-6-carboxamide FC=1C(=CC(=NC1)OC(C)C)C1=NN(C=2C[C@@H](CCC12)C(=O)NC1(CCS(CC1)(=O)=O)C)C(C)C